N1C[C@H](CC1)C(C(=O)O)C ((R)-pyrrolidin-3-yl)propionic acid